[(3R)-4-[(3-amino-3-oxo-propyl)amino]-3-[(3R)-3-benzyloxybutanoyl]oxy-2,2-dimethyl-4-oxo-butyl] (3R)-3-benzyloxybutanoate C(C1=CC=CC=C1)O[C@@H](CC(=O)OCC([C@H](C(=O)NCCC(=O)N)OC(C[C@@H](C)OCC1=CC=CC=C1)=O)(C)C)C